C(N)(=O)C1(CN(C1)C(=O)OC(C)(C)C)C1=NC(=NC2=C(C(=C(C=C12)Cl)C1=CC(=CC2=CC=CC=C12)O)F)N1CC(C1)N(C)C tert-butyl (R or S)-3-carbamoyl-3-(6-chloro-2-(3-(dimethylamino)azetidin-1-yl)-8-fluoro-7-(3-hydroxynaphthalen-1-yl)quinazolin-4-yl)azetidin-1-carboxylate